(3S)-3-(4-chloro-2-fluorophenyl)-2-[(5-chloropyridin-2-yl)methyl]-3-{[1-(hydroxymethyl)cyclopropyl]methoxy}-6-(2-hydroxypropan-2-yl)-2,3-dihydro-1H-isoindol-1-one ClC1=CC(=C(C=C1)[C@@]1(N(C(C2=CC(=CC=C12)C(C)(C)O)=O)CC1=NC=C(C=C1)Cl)OCC1(CC1)CO)F